tert-butyl 3-{7-methyl-2-[(tetrahydro-1H-pyrrolizin-7a(5H)-yl)methoxy]-7H-purin-6-yl}-3,8-diazabicyclo[3.2.1]octane-8-carboxylate CN1C=NC2=NC(=NC(=C12)N1CC2CCC(C1)N2C(=O)OC(C)(C)C)OCC21CCCN1CCC2